C(C1=CC=CC=C1)O[C@@H]1[C@H]([C@H]([C@H](OCC=C)O[C@H]1C)O)O allyl 4-O-benzyl-α-L-rhamnopyranoside